ClC=1C=CC2=C([Si](CN2C(=O)OC(C)(C)C)(C)C)C1 tert-Butyl 5-chloro-3,3-dimethyl-2,3-dihydro-1H-benzo[d][1,3]azasilole-1-carboxylate